O1[C@@H](CC1)CN1C(=NC2=C1C=C(C=C2)C(=O)O)CN2CC1CCC(C2)N1C1=NC(=CC=C1)OCC1=CC=NC=C1 3-[(2S)-oxetan-2-ylmethyl]-2-({8-[6-(pyridin-4-ylmethoxy)pyridin-2-yl]-3,8-diazabicyclo[3.2.1]octan-3-yl}methyl)-1,3-benzodiazole-5-carboxylic acid